4'-[1,4-phenylenebis(1-methylethylene)]bis-aniline C1(=CC=C(C=C1)C(CNC1=CC=CC=C1)C)C(CNC1=CC=CC=C1)C